(6R)-6-({7-cyano-2-[1-(difluoromethyl)-1H-pyrazol-4-yl][1,2,4]triazolo[1,5-c]quinazolin-5-yl}amino)-5-oxo-1,4-diazepan-1-carboxylic acid benzyl ester C(C1=CC=CC=C1)OC(=O)N1CCNC([C@@H](C1)NC1=NC=2C(=CC=CC2C=2N1N=C(N2)C=2C=NN(C2)C(F)F)C#N)=O